C(C1=CC=CC=C1)N1N=CC2=C(N(C=3C=C(C=CC23)SC)C)C1=O 3-benzyl-5-methyl-7-(methylsulfanyl)-3,5-dihydro-4H-pyridazino[4,5-b]indol-4-one